C1=C(C=CC=2OC3=C(C21)C=CC=C3)C3=CC=C(C=C3)NC=3C2=CC=CC=C2C=2C=CC=CC2C3 4-(dibenzofuran-2-yl)phenyl-phenanthren-9-yl-amine